(R)-1-((5-bromo-2'-chloro-[1,1'-biphenyl]-2-yl)sulfonyl)-N-(5-(dimethylamino)-5-oxopent-3-yn-2-yl)-4-fluoropiperidine-4-carboxamide BrC=1C=CC(=C(C1)C1=C(C=CC=C1)Cl)S(=O)(=O)N1CCC(CC1)(C(=O)N[C@H](C)C#CC(=O)N(C)C)F